N-(4-phenanthryl)-3-methylaniline C1=CC=C(C=2C3=CC=CC=C3C=CC12)NC1=CC(=CC=C1)C